(3Z)-5-(2-chloroacetyl)-3-(1H-pyrrol-2-ylmethylidene)-1H-indol-2-one ClCC(=O)C=1C=C2/C(/C(NC2=CC1)=O)=C/C=1NC=CC1